C(C)OC(C1=CC(=NO1)C1CN(C1)C(=O)OC(C)(C)C)OCC tert-butyl 3-(5-(diethoxymethyl)isoxazol-3-yl)azetidine-1-carboxylate